[6-(3-cyclopropyl-1,2,4-triazol-1-yl)-2-azaspiro[3.3]heptan-2-yl]-[3-[(4-dimethylphosphorylphenyl)methoxy]azetidin-1-yl]methanone C1(CC1)C1=NN(C=N1)C1CC2(CN(C2)C(=O)N2CC(C2)OCC2=CC=C(C=C2)P(=O)(C)C)C1